C[C@H]1N(CCC1)S(=O)(=O)C1=CC=C(C=C1)N1N=C2N(C1=O)[C@@H](CC2)C2=CC=CC=C2 (5S)-2-(4-{[(2R)-2-methylpyrrolidin-1-yl]sulfonyl}phenyl)-5-phenyl-2,5,6,7-tetrahydro-3H-pyrrolo[2,1-c][1,2,4]triazol-3-one